C1(=CC=C(C=C1)C(CC1=NC=C(C(N1)=O)O)CO)C1=CC=CC=C1 2-([1,1'-biphenyl]-4-yl)-3-hydroxypropyl-5-hydroxypyrimidin-4(3H)-one